C(C1=CC=CC=C1)N(C(=O)C1=C(N=C(S1)C1=C(C(=C(C(=C1)F)F)O)F)C)C1=CC=C(C=C1)C N-benzyl-4-methyl-N-(p-tolyl)-2-(2,4,5-trifluoro-3-hydroxyphenyl)thiazole-5-carboxamide